ethyl (cis)-1,4-dibenzyl-6-methylpiperazine-2-carboxylate C(C1=CC=CC=C1)N1[C@H](CN(C[C@H]1C)CC1=CC=CC=C1)C(=O)OCC